[N+](=O)([O-])C=1N=CN(C1)C1=CC=C2C=CNC2=C1 6-(4-nitro-1H-imidazol-1-yl)-1H-indole